(2S,4R)-1-(2-(3-acetyl-5-(2-aminopyrimidin-5-yl)-1H-indol-1-yl)acetyl)-N-(6-bromopyridin-2-yl)-4-fluoropyrrolidine-2-carboxamide C(C)(=O)C1=CN(C2=CC=C(C=C12)C=1C=NC(=NC1)N)CC(=O)N1[C@@H](C[C@H](C1)F)C(=O)NC1=NC(=CC=C1)Br